2,2-bis(trifluoromethyl)-1,3-dioxole-4-carboxylic acid methyl ester COC(=O)C=1OC(OC1)(C(F)(F)F)C(F)(F)F